CC=1C2=C3C=CC1C(C1=CC=C4CCN(C(C5=CC=C(COCCCN3N=N2)C=C5)=O)CC4=C1)CC(=O)OCC ethyl [32-methyl-20-oxo-14-oxa-8,9,10,21-tetraazahexacyclo[19.5.3.216,19.13,7.06,10.024,28]dotriaconta-1(26),3(32),4,6,8,16,18,24,27,30-decaen-2-yl]acetate